tert-butyl 4-(3-methylbenzyl)-1H-pyrazole-1-carboxylate CC=1C=C(CC=2C=NN(C2)C(=O)OC(C)(C)C)C=CC1